5-(dimethylphosphono)-2,3-dihydrobenzo[b][1,4]dioxin COP(=O)(OC)C1=CC=CC=2OCCOC21